COC(CC(C)C=1SC=CC1)=O 3-(2-thiophenyl)-butyric acid methyl ester